ClC=1N=NC(=CN1)C1=C(C=C(C=C1C)C(F)(F)F)OCOCC 3-chloro-6-(2-(ethoxymethoxy)-6-methyl-4-(trifluoromethyl)phenyl)-1,2,4-triazine